(5R)-1-(8-fluoro-2-(((2R,7aS)-2-fluorotetrahydro-1H-pyrrolizin-7a(5H)-yl)methoxy)-7-(3-hydroxynaphthalen-1-yl)pyrido[4,3-d]pyrimidin-4-yl)-5-(hydroxymethyl)pyrrolidin-3-ol FC1=C(N=CC2=C1N=C(N=C2N2CC(C[C@@H]2CO)O)OC[C@]21CCCN1C[C@@H](C2)F)C2=CC(=CC1=CC=CC=C21)O